FC1=C2C=C(N(C2=C(C=C1)OC)CCNC1=CC=NC=N1)C 6-[2-(4-fluoro-7-methoxy-2-methyl-indol-1-yl)-ethylamino]-pyrimidin